ethyl 2-cyclopentylidene-3-((4-fluorophenyl) amino)-3-oxopropanoate C1(CCCC1)=C(C(=O)OCC)C(=O)NC1=CC=C(C=C1)F